6-(3-chloro-6-fluorobenzo[b]thiophene-2-carboxamido)-2,4,5-trimethylpyridin-3-yl 4-methoxybenzoate COC1=CC=C(C(=O)OC=2C(=NC(=C(C2C)C)NC(=O)C2=C(C3=C(S2)C=C(C=C3)F)Cl)C)C=C1